4-(3-methyl-4-(methylsulfonyl)phenyl)-1-(tetrahydro-2H-pyran-2-yl)-1H-pyrazolo[3,4-c]pyridine-5-carboxylic acid CC=1C=C(C=CC1S(=O)(=O)C)C1=C2C(=CN=C1C(=O)O)N(N=C2)C2OCCCC2